iron-cerium-sodium ferrocyanide [Fe-4](C#N)(C#N)(C#N)(C#N)(C#N)C#N.[Na+].[Ce+3].[Fe+2]